(S)-3-(tert-butoxy)-N-(2-(2-((1-methyl-1H-pyrazol-4-yl)amino)pyrimidin-4-yl)-6,7,8,9-tetrahydro-5H-benzo[7]annulen-5-yl)azetidine-1-carboxamide C(C)(C)(C)OC1CN(C1)C(=O)N[C@H]1CCCCC2=C1C=CC(=C2)C2=NC(=NC=C2)NC=2C=NN(C2)C